O1CCC(CC1)NC1=CC2=C(C=N1)C=C(N2COCC[Si](C)(C)C)C2=NC=NC(=C2)NCC(F)(F)F N-(Tetrahydro-2H-pyran-4-yl)-2-(6-((2,2,2-trifluoroethyl)amino)pyrimidin-4-yl)-1-((2-(trimethylsilyl)ethoxy)methyl)-1H-pyrrolo[3,2-c]pyridin-6-amine